Dicyclohexyl[3,6-dimethoxy-2',4',6'-tris(1-methylethyl)[1,1'-biphenyl]-2-yl]phosphine C1(CCCCC1)P(C1=C(C(=CC=C1OC)OC)C1=C(C=C(C=C1C(C)C)C(C)C)C(C)C)C1CCCCC1